FC1=CC=C(C=C1)B1OC(C)(C)C(C)(C)O1 4-fluorophenylboronic acid pinacol ester